C1(CCCCC1)CC(=O)N Cyclohexylacetamide